CC(CC(C)O)O methylbutane-1,3-diol